(E)-3-(9-methyl-9H-carbazol-3-yl)-2-phenylacetonitrile CN1C2=CC=CC=C2C=2C=C(C=CC12)C=1C=C(C=CC1)CC#N